4,5-dihydro-3-hydroxy-2(3H)-furanone hydrochloride Cl.OC1C(OCC1)=O